(5r,8r)-8-((5-chloro-4-(5-(cyclopropyl-methyl)-1-methyl-1H-pyrazol-4-yl)pyrimidin-2-yl)amino)-1-azaspiro[4.5]decan-2-one ClC=1C(=NC(=NC1)NC1CCC2(CCC(N2)=O)CC1)C=1C=NN(C1CC1CC1)C